4-(3H-imidazo[4,5-c]pyridin-2-yl)-6-methoxy-3-methylbenzene-1,2-diol N1=C(NC=2C=NC=CC21)C=2C(=C(C(=C(C2)OC)O)O)C